FC(C)(F)C1=CC=C(C(=N1)C)S(=O)(=O)N1CC2(C1)CN(C2)C2CCOCC2 2-((6-(1,1-difluoroethyl)-2-methylpyridin-3-yl)sulfonyl)-6-(tetrahydro-2H-pyran-4-yl)-2,6-diazaspiro[3.3]heptane